CC1=CC2=C(N=C(N=C2NCCCC2=CC=C(C=C2)CCC)C(F)(F)F)S1 6-methyl-N-(3-(4-propylphenyl)propyl)-2-(trifluoromethyl)thieno[2,3-d]pyrimidin-4-amine